6-amino-4-(3-sulfopropoxy)naphthalene-2,7-disulfonic acid NC=1C=C2C(=CC(=CC2=CC1S(=O)(=O)O)S(=O)(=O)O)OCCCS(=O)(=O)O